tert-butyl N-[(3R)-7-cyano-8-fluoro-4-oxo-5-[[4-(tetrahydropyran-4-ylmethoxy)phenyl]methyl]-2,3-dihydro-1,5-benzothiazepin-3-yl]carbamate C(#N)C=1C(=CC2=C(N(C([C@H](CS2)NC(OC(C)(C)C)=O)=O)CC2=CC=C(C=C2)OCC2CCOCC2)C1)F